(S)-3-(isoquinolin-4-yl)-1-(2-methylpyridin-4-yl)-2-oxoimidazoline-4-carbonitrile C1=NC=C(C2=CC=CC=C12)N1C(N(C[C@H]1C#N)C1=CC(=NC=C1)C)=O